CC1=C(C(=O)OC)C=CC(=C1[N+](=O)[O-])B1OC(C(O1)(C)C)(C)C methyl 2-methyl-3-nitro-4-(4,4,5,5-tetramethyl-1,3,2-dioxaborolan-2-yl)benzoate